C(C)(CC)N1N=C(C=2C1=NC(=NC2)NC=2C(=CC=1N(C2)N=CN1)C)C 1-(sec-butyl)-3-methyl-N-(7-methyl-[1,2,4]triazolo[1,5-a]pyridin-6-yl)-1H-pyrazolo[3,4-d]pyrimidin-6-amine